dimethyl 2,5-dibromoadipate BrC(C(=O)OC)CCC(C(=O)OC)Br